C(CCC)C(CC(=O)NCC)CC=C(C)C1CC2OBOC1(C2)\C=C\[C@H](CCC2=CC=CC=C2)O 3-Butyl-6-[((E,3S)-3-hydroxy-5-phenyl-pent-1-enyl)-2,4-dioxa-3-borabicyclo[3.2.1]octan-7-yl]-N-ethyl-hept-5-enamide